tert-butyl N-[(1S,3R)-3-[(2-bromo-5-nitro-4-pyridyl)amino]cyclohexyl]carbamate BrC1=NC=C(C(=C1)N[C@H]1C[C@H](CCC1)NC(OC(C)(C)C)=O)[N+](=O)[O-]